4-{[6-(5-chloro-2-fluorophenyl)pyridazin-4-yl]amino}quinolin-7-yl 4-[(1-methylpiperidin-4-yl)methyl]piperazine-1-carboxylate CN1CCC(CC1)CN1CCN(CC1)C(=O)OC1=CC=C2C(=CC=NC2=C1)NC1=CN=NC(=C1)C1=C(C=CC(=C1)Cl)F